FC(CC(=O)O)(C(F)(F)F)F 3,3,4,4,4-pentafluorobutanoic acid